C(C)(C)(C)OC(CCC(=O)NC=1C=CC(=C(C(=O)OC)C1)NS(=O)(=O)C1=CC=C(C=C1)CCCC)=O methyl 5-(4-(tert-butoxy)-4-oxobutanamido)-2-(4-butylphenylsulfonamido)benzoate